N4-(4-(5-bromo-3,3-dimethyl-2,3-dihydro-1H-pyrrolo[3,2-b]pyridin-1-yl)pyrimidin-2-yl)-5-(difluoromethoxy)-N1-(2-(dimethylamino)ethyl)-N1-methylbenzene-1,2,4-triamine BrC1=CC=C2C(=N1)C(CN2C2=NC(=NC=C2)NC=2C=C(C(=CC2OC(F)F)N(C)CCN(C)C)N)(C)C